CCCCC/C=C\\CC(=O)C/C=C/C=C/[C@@H]([C@@H](CCCC(=O)O)O)SC[C@@H](C(=O)NCC(=O)O)NC(=O)CC[C@@H](C(=O)O)N The molecule is a leukotriene that is (5S,7E,9E,14Z)-5-hydroxy-12-oxoicosa-7,9,14-trienoic acid to which a glutathionyl group is attached at position 6 via a sulfide linkage. It is a leukotriene, a glutathione derivative, an organic sulfide, a tricarboxylic acid, a ketone and a secondary alcohol. It derives from a leukotriene C4. It is a conjugate acid of an 11,12-dihydro-12-oxoleukotriene C4(2-).